O=C1NC(CCC1N1C(C2=CC=CC(=C2C1=O)NCCOCCOCCOCCOCCOCCNC(C1=C(C=CC(=C1)OC)N1CCN(CC1)C)=O)=O)=O N-(17-((2-(2,6-dioxopiperidin-3-yl)-1,3-dioxoisoindolin-4-yl)amino)-3,6,9,12,15-pentoxaheptadecyl)-5-methoxy-2-(4-methylpiperazin-1-yl)benzamide